N[C@H](C(=O)O)CCN(CC1=CC=NC=C1)CC1=C(C=CC=C1)NC(C1=CC(=CC=C1)OC)=O (S)-2-amino-4-((2-(3-methoxybenzamido)benzyl)(pyridin-4-ylmethyl)amino)butanoic acid